5-cyclopropyl-2-((1-(3-fluorophenyl)-1H-indol-5-yl)amino)nicotinic acid C1(CC1)C=1C=NC(=C(C(=O)O)C1)NC=1C=C2C=CN(C2=CC1)C1=CC(=CC=C1)F